CC(=O)N[C@@H](CS[As](=O)(O)O)C(=O)N[C@@H]1[C@H]([C@@H]([C@H](O[C@@H]1OC2[C@@H]([C@H](C([C@H]([C@H]2O)O)O)O)O)CO)O)O The molecule is the dihydrogen arsenothioate resulting from the formal condensation of the thiol group of mycothiol with arsenic acid. It is a conjugate acid of an arseno-mycothiol(1-).